Methyl 4-fluoro-3-methyl-1H-pyrrole-2-carboxylate FC=1C(=C(NC1)C(=O)OC)C